C1(CCCCC1)C=1C(=C(C=CC1)O)C1=CC=CC=C1 cyclohexylphenylphenol